(Z)-N'-(3-bromobenzylidene)-2-(tetrahydro-2H-pyran-2-yl)acetohydrazide BrC=1C=C(\C=N/NC(CC2OCCCC2)=O)C=CC1